C1CC1C2=CC=C(C3=CC=CC=C23)N4C(=NN=C4Br)SCC(=O)O The molecule is a member of the class of triazoles that is [(3-bromo-1,2,4-triazol-5-yl)sulfanyl]acetic acid substituted at position 1 of the triazole ring by a 4-cyclopropylnaphthalen-1-yl group. Used for treatment of gout. It has a role as a uricosuric drug. It is a member of triazoles, a member of naphthalenes, a member of cyclopropanes, an organobromine compound, an aryl sulfide and a monocarboxylic acid.